CON1C=CC(C2=CC=CC=C12)=O methoxy-1H-quinolin-4-one